FC1=CC=C(C=N1)[C@@]([2H])(C=1N=NN(C1)C)NC=1C=C2C(=C(C=NC2=C(C1)C#N)C#N)NCC(C)(C)C (S)-6-(((6-fluoropyridin-3-yl)(1-methyl-1H-1,2,3-triazol-4-yl)methyl-d)amino)-4-(neopentylamino)quinoline-3,8-dicarbonitrile